O=C1NC2=CC=C(C=C2CC1)N1C(CCC1)C=1N=CSC1 4-(1-(2-oxo-1,2,3,4-tetrahydroquinolin-6-yl)pyrrolidin-2-yl)thiazol